ClC1=CC=C2C(=C(N(C2=C1C1=C2N(N=C1CO)CCC2)C)C(=O)OCC)CCCOC2=CC(=CC1=CC(=CC=C21)F)SCC2=CC=C(C=C2)OC ethyl 6-chloro-3-(3-((6-fluoro-3-((4-methoxybenzyl) thio) naphthalen-1-yl) oxy) propyl)-7-(2-(hydroxymethyl)-5,6-dihydro-4H-pyrrolo[1,2-b]pyrazol-3-yl)-1-methyl-1H-indole-2-carboxylate